(2S,5R)-6-hydroxy-7-oxo-N-((trifluoromethyl)sulfonyl)-1,6-diazabicyclo[3.2.1]octane-2-carboximidamide ON1[C@@H]2CC[C@H](N(C1=O)C2)C(NS(=O)(=O)C(F)(F)F)=N